O=C1C2(CCC(C1=CC1=CC=C(C=C1)C=C1C(C3(CCC1C3(C)C)CS(=O)(=O)O)=O)C2(C)C)CS(=O)(=O)O 1,4-di(2-oxo-10-sulfo-3-bornylidenemethyl)benzene